Pentamethylcyclopentadienyl-(1-neopentylindenyl)hafnium CC1=C(C(=C(C1([Hf]C=1C(C2=CC=CC=C2C1)CC(C)(C)C)C)C)C)C